ClC1=NC2=C(N1CC1=CC=C(C#N)C=C1)C=C(C=C2)OCC 4-((2-chloro-6-ethoxy-1H-benzo[d]imidazol-1-yl)methyl)benzonitrile